2-chloro-1,3,4,5-tetrafluorobenzene ClC1=C(C=C(C(=C1F)F)F)F